CN1N=CC(=C1C=1C=CC(=NC1)NC(C(C1CCC(CC1)C(F)(F)F)NC(=O)C1=CC=NN1CC)=O)C N-(2-((5-(1,4-dimethyl-1H-pyrazol-5-yl)pyridin-2-yl)amino)-2-oxo-1-((1r,4r)-4-(trifluoromethyl)cyclohexyl)ethyl)-1-ethyl-1H-pyrazole-5-carboxamide